tert-butyl N-methyl-N-[(2S,3R)-2-methylpyrrolidin-3-yl]carbamate CN(C(OC(C)(C)C)=O)[C@H]1[C@@H](NCC1)C